OC1=C(C=C(C=C1)N1C(C2=CC=C(C=C2CC1)C1=C(C=C(C=C1)C(F)(F)F)C1=CC=NC=C1)=O)NS(=O)(=O)C N-(2-hydroxy-5-(1-oxo-6-(2-(pyridin-4-yl)-4-(trifluoromethyl)phenyl)-3,4-dihydroisoquinolin-2(1H)-yl)phenyl)methanesulfonamide